FC=1C=C(CNCCO)C=C(C1C=1C=C2C(=CN1)NN=C2C=2C=NN(C2)C)C 2-(3-Fluoro-5-methyl-4-(3-(1-methyl-1H-pyrazol-4-yl)-1H-pyrazolo[3,4-c]pyridin-5-yl)benzylamino)ethanol